FC(CN1CCC(CC1)C1=CC(=C(C=C1)NC1=NC=C(C(=N1)C1=CC2=C(C(N(CCS2(=O)=O)C2COC2)=O)S1)C(F)(F)F)CC)F 7-(2-((4-(1-(2,2-difluoroethyl)piperidin-4-yl)-2-ethylphenyl)amino)-5-(trifluoromethyl)pyrimidin-4-yl)-4-(oxetan-3-yl)-3,4-dihydrothieno[2,3-f][1,4]thiazepin-5(2H)-one 1,1-dioxide